NC=1C2=C(N=CN1)N(C(=C2C2=CC=C(C=C2)OC2=NC(=CC=C2)C)C=2C=NN(C2)C2CCN(CC2)C(=O)\C(\C#N)=C\C)C (E)-2-(4-(4-(4-amino-7-methyl-5-(4-((6-methylpyridin-2-yl)oxy)phenyl)-7H-pyrrolo[2,3-d]pyrimidin-6-yl)-1H-pyrazol-1-yl)piperidine-1-carbonyl)but-2-enenitrile